4-[3-(3-aminopropyl)azetidin-1-yl]-2-(2,6-dioxopiperidin-3-yl)isoindole-1,3-dione NCCCC1CN(C1)C1=C2C(N(C(C2=CC=C1)=O)C1C(NC(CC1)=O)=O)=O